COC1=CC=C(C=C1)S(=NC(CC=1N=C2N(C=C(C=C2)C2=NOC(=N2)C(F)(F)F)C1)=O)(=O)C N-((4-methoxyphenyl)(methyl)(oxo)-λ6-sulfaneylidene)-2-(6-(5-(trifluoromethyl)-1,2,4-oxadiazol-3-yl)imidazo[1,2-a]pyridin-2-yl)acetamide